4-[8-(3,8-diazabicyclo[3.2.1]octan-3-yl)-4-fluoro-5,6-dimethyl-1-(1-methylpyrazol-4-yl)oxy-2,7-naphthyridin-3-yl]-5-ethynyl-6-fluoro-naphthalen-2-ol C12CN(CC(CC1)N2)C=2N=C(C(=C1C(=C(N=C(C21)OC=2C=NN(C2)C)C2=CC(=CC1=CC=C(C(=C21)C#C)F)O)F)C)C